C1(=CC=CC=C1)C(CSCC1=CC=CC=C1)N 1-phenyl-2-[(phenylmethyl)thio]ethylamine